N1C=CC2=CC=C(C=C12)NCC(=O)NN 2-(1H-indol-6-ylamino)acetohydrazide